N(=[N+]=[N-])CCCCCCCCCCCCCCCCCC(=O)NCCNC(=O)CCN(CCC(=O)NCC[NH-])CCN(CCC(NCCNC(CCCCCCCCCCCCCCCCCN=[N+]=[N-])=O)=O)CCC(NCCNC(CCCCCCCCCCCCCCCCCN=[N+]=[N-])=O)=O [2-(3-{{2-[2-(18-azido-octadecanoylamino)-ethylcarbamoyl]-ethyl}-[2-(bis-{2-[2-(18-azido-octadecanoylamino)-ethylcarbamoyl]-ethyl}-amino)-ethyl]-amino}-propionyl-amino)-ethyl]-amide